CN1C(=O)NC(=O)C=C1 N-(methyl)uracil